ClC=1C=C2C(=NN(C2=CC1)CCC[C@H]1NCCC[C@@H]1O)C1CC1 (2R,3S)-2-(3-(5-chloro-3-cyclopropyl-1H-indazol-1-yl)propyl)piperidin-3-ol